1-(1-oxo-5-((4-(phenyl(pyridin-2-yl)methyl)piperazin-1-yl)methyl)isoindolin-2-yl)dihydropyrimidine-2,4(1H,3H)-dione O=C1N(CC2=CC(=CC=C12)CN1CCN(CC1)C(C1=NC=CC=C1)C1=CC=CC=C1)N1C(NC(CC1)=O)=O